trans-4-fluoro-1-((4-((S)-3-(5-methylfuran-3-yl)isoxazolidine-2-carbonyl)cyclohexyl)methyl)-1H-benzo[d]imidazole-6-carbonitrile FC1=CC(=CC=2N(C=NC21)C[C@@H]2CC[C@H](CC2)C(=O)N2OCC[C@H]2C2=COC(=C2)C)C#N